ClC1=CC=C(C(=N1)F)C1(CC1)C#N 1-(6-chloro-2-fluoro-3-pyridyl)cyclopropanecarbonitrile